N-cyclopropyl-4-methyl-3-[1-(2-pyrrolidin-1-yl-thiazol-5-yl)-1H-pyrazol-4-yl]-benzamide C1(CC1)NC(C1=CC(=C(C=C1)C)C=1C=NN(C1)C1=CN=C(S1)N1CCCC1)=O